3-(3-cyano-4-fluorophenyl)-(1R)-(8-fluoro-3R-oxido-6-oxo-1,4,5,6-tetrahydro-2H-thiopyrano[3,4-c]isoquinolin-1-yl)-1-methylurea C(#N)C=1C=C(C=CC1F)NC(N(C)[C@H]1C[S@](CC=2NC(C=3C=C(C=CC3C21)F)=O)=O)=O